6-(Imidazo[1,2-a]pyridin-3-carbonyl)-4-methyl-N-(3-(trifluoromethyl)phenyl)-4,5,6,7-tetrahydrothieno[2,3-c]pyridin-3-carboxamid N=1C=C(N2C1C=CC=C2)C(=O)N2CC1=C(C(C2)C)C(=CS1)C(=O)NC1=CC(=CC=C1)C(F)(F)F